CNC(=O)C1=CC(=CC=2C(COC21)(C2=CC=CC=C2)C)C(=O)N N7,3-dimethyl-3-phenyl-2,3-dihydrobenzofuran-5,7-dicarboxamide